N[C@@H]1[C@@H](CCC(C1)(F)F)C1=C(C2=NC(=CC(=C2S1)NCC=1SC=CC1)Cl)Br 2-((1r,2s)-2-amino-4,4-difluorocyclohexyl)-3-bromo-5-chloro-N-(thiophen-2-ylmethyl)thieno[3,2-b]pyridin-7-amine